BrC1=CC=C(C=N1)OC[C@](C(=O)O)(C)O (S)-3-((6-bromopyridin-3-yl)oxy)-2-hydroxy-2-methylpropanoic acid